COC(C(S(=O)(=O)C)[C@@H]1[C@H](N(C1)C(C1=CC=CC=C1)C1=CC=CC=C1)C)=O 2-[(2R,3S)-1-(diphenylmethyl)-2-methylazetidin-3-yl]-2-methylsulfonylacetic acid methyl ester